4-{4-[3,5-bis(trifluoromethyl)phenoxy]-3-methoxyphenyl}-2H,4H,5H,6H,7H-pyrazolo[3,4-b]pyridin-6-one FC(C=1C=C(OC2=C(C=C(C=C2)C2C=3C(NC(C2)=O)=NNC3)OC)C=C(C1)C(F)(F)F)(F)F